FC(C(=O)O)(F)F.O=C1NC2=C(N1)C=CC(=C2)C(=O)N 2-oxo-2,3-dihydro-1H-benzimidazole-5-carboxamide trifluoroacetate